C(#N)N=S(=O)(NC(NC1=C2CCCC2=CC=2CCCC12)=O)\C=C\CN(C)C (E)-N'-cyano-3-(dimethylamino)-N-((1,2,3,5,6,7-hexahydro-s-indacen-4-yl)carbamoyl)prop-1-ene-1-sulfonimidamide